4,6-dichloro-2-methyl-3-nitropyridine ClC1=C(C(=NC(=C1)Cl)C)[N+](=O)[O-]